phenyl N-phenylcarbamate (phenyl N-phenylcarbamate) C1(=CC=CC=C1)N(C(O)=O)C1=CC=CC=C1.C1(=CC=CC=C1)NC(OC1=CC=CC=C1)=O